1-(6-(4-isopropyl-4H-1,2,4-triazol-3-yl)pyridin-2-yl)-3-(2,4,5,6-tetrahydrocyclopenta[c]pyrazol-3-yl)urea C(C)(C)N1C(=NN=C1)C1=CC=CC(=N1)NC(=O)NC1=C2C(=NN1)CCC2